C(C)(C)(C)P(C1=C(C(=C(C(=C1C1=C(C=C(C=C1C(C)C)C(C)C)C(C)C)C)C)C)C)C(C)(C)C ditert-butyl-[2,3,4,5-tetramethyl-6-(2,4,6-triisopropylphenyl)phenyl]-phosphane